C[C@H]1OCC2=NC=C(C=C21)C(=O)[O-] (5R)-5-methyl-5,7-dihydrofuro[3,4-b]pyridine-3-carboxylate